C(C)(C)(C)C=1C(=C(C=C(C1)C(C)(C)C)C(=CC=CC(=CC(=O)O)C)C)OCC(F)F 7-[3,5-ditert-butyl-2-(2,2-difluoroethoxy)phenyl]-3-methylocta-2,4,6-trienoic acid